C(#N)C1=CC(=C(C=C1)NS(=O)(=O)C1=CNC(=C1)C1=C(C(=CC=C1)C)F)F N-(4-cyano-2-fluoro-phenyl)-5-(2-fluoro-3-methyl-phenyl)-1H-pyrrole-3-sulfonamide